4-(3-Iodopropyl)piperidine-1-carboxylic acid tert-butyl ester C(C)(C)(C)OC(=O)N1CCC(CC1)CCCI